methyl 5-(tert-butyl)-2-fluoro-4-hydroxybenzoate C(C)(C)(C)C=1C(=CC(=C(C(=O)OC)C1)F)O